BrC1=C2CCNCC2=C(C=C1)F 5-bromo-8-fluoro-1,2,3,4-tetrahydroisoquinoline